(1r,2r,3S,6S,7S)-4-[(2S)-2-(2-chloro-2,2-difluoroacetamido)-3,3-dimethylbutyryl]-10,10-difluoro-4-azatricyclo[5.2.1.0{2,6}]dec-8-ene-3-carboxylic acid ClC(C(=O)N[C@H](C(=O)N1[C@@H]([C@H]2[C@H]3C=C[C@@H]([C@H]2C1)C3(F)F)C(=O)O)C(C)(C)C)(F)F